cis-2,3-Nonendiol C=C(C(CCCCCC)O)O